tert-butyl 4-{1-[5-methoxy-2-(1-methylpyrazol-4-yl)-4-nitrophenyl]piperidin-4-yl}piperazine-1-carboxylate COC=1C(=CC(=C(C1)N1CCC(CC1)N1CCN(CC1)C(=O)OC(C)(C)C)C=1C=NN(C1)C)[N+](=O)[O-]